COC(CC1=NC(=NC(=C1C1OCCO1)N[C@H](C)C1=C(C(=CC=C1)C(F)F)F)C)=O (R)-2-(6-((1-(3-(difluoromethyl)-2-fluorophenyl)ethyl)amino)-5-(1,3-dioxolan-2-yl)-2-methylpyrimidin-4-yl)acetic acid methyl ester